(R)-N-((S)-1-cyano-2-((S)-2-oxopyrrolidin-3-yl)ethyl)-2-(4-methoxy-1H-indole-2-carbonyl)-2-azabicyclo[2.2.2]octane-3-carboxamide C(#N)[C@H](C[C@H]1C(NCC1)=O)NC(=O)[C@@H]1N(C2CCC1CC2)C(=O)C=2NC1=CC=CC(=C1C2)OC